3-bromo-7-chloro-1-(difluoromethyl)pyrrolo[3,2-b]pyridine BrC1=CN(C=2C1=NC=CC2Cl)C(F)F